COC=1C(=C(C(=NC1C)C)C(=O)OCC1=CC=CC=C1)C1=CC=NC=C1 benzyl 5-methoxy-2,6-dimethyl-(4,4-bipyridine)-3-carboxylate